FC1=CC=C(C=C1)C1=CC=C(C=C1)C(C)(C)NC(=O)NC1(CCN2CCC(C1)CC2)C 1-(2-(4'-fluoro-[1,1'-biphenyl]-4-yl)propan-2-yl)-3-(4-methyl-1-azabicyclo[4.2.2]decan-4-yl)urea